C(C)(C)(C)C1=C(C=C(C=N1)C=1N=C2SC[C@@H](CN2C(C1C#N)=O)COCOC)F (S)-8-(6-(tert-butyl)-5-fluoropyridin-3-yl)-3-((methoxymethoxy)methyl)-6-oxo-3,4-dihydro-2H,6H-pyrimido[2,1-b][1,3]thiazine-7-carbonitrile